BrC1=CN=C2N1C=CC(=C2)C2=CN=C(N2)C2CN1C(CC3(CC3)[C@@H]1C1=C2C=2C(=C(C=NC1)Cl)C(=CC(C2)=O)F)=O (R)-12-(5-(3-Bromoimidazo[1,2-a]pyridin-7-yl)-1H-imidazol-2-yl)-7-chloro-8-fluoro-13,14-dihydro-2H-spiro[benzo[5,6]azocino[4,3-g]indolizine-3,1'-cyclopropane]-1,10(4H,12H)-dione